C(C1CCCO1)OC(C=C)=O acrylic acid tetrahydrofurfuryl ester